(2R,4S)-N-((S,E)-1-cyclopropyl-3-(methylsulfonyl)allyl)-2-phenyl-4-(trifluoromethyl)piperidine-1-carboxamide C1(CC1)[C@@H](\C=C\S(=O)(=O)C)NC(=O)N1[C@H](C[C@H](CC1)C(F)(F)F)C1=CC=CC=C1